3-Mercapto-2-pentanon SC(C(C)=O)CC